[Na+].C(C)S(=O)[O-] ethyl-sulfinic acid sodium salt